triphenylsulfonium norbornyl-difluoroethanesulfonate C12(CCC(CC1)C2)CC(S(=O)(=O)[O-])(F)F.C2(=CC=CC=C2)[S+](C2=CC=CC=C2)C2=CC=CC=C2